(S)-N-((5,6-dihydro-4H-thieno[2,3-c]pyrrol-2-yl)methyl)-3-(((R)-1-(2,5-dimethylphenyl)ethyl)amino)-4-oxo-4,6,7,8-tetrahydropyrrolo[1,2-a]pyrazine-6-carboxamide S1C(=CC2=C1CNC2)CNC(=O)[C@@H]2CCC=1N2C(C(=NC1)N[C@H](C)C1=C(C=CC(=C1)C)C)=O